ClC=1C=NC(=NC1)OC1=C2C(=NC(=NC2=CC=C1)C(F)(F)F)CCC(=O)NCC 3-[5-(5-Chloropyrimidin-2-yl)oxy-2-(trifluoromethyl)quinazolin-4-yl]-N-ethyl-propionamide